Tert-butyl (Z)-2-((3-benzyl-5-(2-fluoro-3-nitrophenyl)pyrazin-2-yl)amino)-3-(furan-2-yl)acrylate C(C1=CC=CC=C1)C=1C(=NC=C(N1)C1=C(C(=CC=C1)[N+](=O)[O-])F)N\C(\C(=O)OC(C)(C)C)=C/C=1OC=CC1